N-(4-((4-fluorophenyl)sulfonyl)-3,4-dihydro-2H-benzo[b][1,4]oxazin-6-yl)-2,3-dihydrobenzo[b][1,4]dioxin-6-sulfonamide FC1=CC=C(C=C1)S(=O)(=O)N1C2=C(OCC1)C=CC(=C2)NS(=O)(=O)C2=CC1=C(OCCO1)C=C2